N-(2-((R)-4-Cyanothiazolidin-3-yl)-2-oxoethyl)-6-((R)-3-(hydroxymethyl)-pyrrolidin-1-yl)quinoline-4-carboxamide C(#N)[C@H]1N(CSC1)C(CNC(=O)C1=CC=NC2=CC=C(C=C12)N1C[C@@H](CC1)CO)=O